ClC=1C=C(C=CC1)NC1=NC2=C(C=3N1C=C(N3)C)N=CC(=C2)C(=O)O 5-((3-Chlorophenyl)amino)-2-methylimidazo[1,2-c]pyrido[2,3-e]pyrimidine-8-carboxylic acid